ClC=1C=C(C=CC1)C1=CNC=2N=CN=C(C21)N2CCC(CC2)(C)NC(C)=O N-(1-(5-(3-chlorophenyl)-7H-pyrrolo[2,3-d]pyrimidin-4-yl)-4-methylpiperidin-4-yl)acetamide